ClC=1C(=NC=CC1C1=NC(=C(C=C1)CNC[C@H]1N(C(CC1)=O)C)OC)C=1C(=C(C=CC1)NC(C1=NC=C(C=C1)CN1CC(C1)O)=O)C (S)-N-(3-(3'-Chloro-6-methoxy-5-((((1-methyl-5-oxopyrrolidin-2-yl)methyl)amino)methyl)-[2,4'-bipyridin]-2'-yl)-2-methylphenyl)-5-((3-hydroxyazetidin-1-yl)methyl)picolinamide